19-azapentacyclo[14.2.1.05,18.06,11.012,17]nonadeca-1(18),2,4,6,8,10,12,14,16-nonaene C=12C=CC=C3C4=CC=CC=C4C4=CC=CC(=C4C31)N2